1-(6-methoxy-2-(pyrrolidin-1-yl)-7-(3-(pyrrolidin-1-yl)prop-1-yn-1-yl)quinazolin-4-yl)piperidin-2-ol COC=1C=C2C(=NC(=NC2=CC1C#CCN1CCCC1)N1CCCC1)N1C(CCCC1)O